ClC=1N=C(SC1C1CCCCC1)N1C([C@H]2N(CCNC2)CC1)=O (S)-8-(4-Chloro-5-cyclohexylthiazol-2-yl)-9-oxooctahydro-2H-pyrazino[1,2-a]pyrazin